6-chloro-5-(1-(2-hydroxy-3-methylbutyl)-1H-pyrazol-4-yl)picolinonitrile ClC1=C(C=CC(=N1)C#N)C=1C=NN(C1)CC(C(C)C)O